(S)-2-Benzoyl-4-(2-(2-methylazetidin-1-yl)-6,7-dihydro-5H-cyclopenta[d]pyrimidin-4-yl)benzamide C(C1=CC=CC=C1)(=O)C1=C(C(=O)N)C=CC(=C1)C=1C2=C(N=C(N1)N1[C@H](CC1)C)CCC2